P(=O)(OC(F)(F)F)([O-])Cl mono(trifluoromethyl) chlorophosphate